NC(C)C1=CC=C(C=C1)N1CC=CC2=CC=NC(=C12)OC N-(4-(1-aminoethyl)phenyl)-8-methoxy-1,7-naphthyridin